4-(7-Cyclopentylthieno[3,2-b]pyridin-2-yl)-N-[5-(3,3-difluoropyrrolidin-1-yl)pyridin-2-yl]-5-fluoropyrimidin-2-amine C1(CCCC1)C1=C2C(=NC=C1)C=C(S2)C2=NC(=NC=C2F)NC2=NC=C(C=C2)N2CC(CC2)(F)F